methyl 3-(1,3-dioxo-2,3-dihydro-1H-isoindol-2-yl)-1-hydroxycyclobutane-1-carboxylate O=C1N(C(C2=CC=CC=C12)=O)C1CC(C1)(C(=O)OC)O